1,3-dimethyl-2-hydroxybenzene CC1=C(C(=CC=C1)C)O